NC1=NC=NN2C1=C(C=C2CC)C2=CC=C(C=C2)NC(=O)C=2C(N(C=CC2)C)=O N-[4-(4-amino-7-ethylpyrrolo[2,1-f][1,2,4]triazin-5-yl)phenyl]-1-methyl-2-oxo-1,2-dihydropyridine-3-carboxamide